FC(C(=O)O)(F)F.O[C@@H]1C=C(NC1)C(=O)N[C@@H](C)C1=CC=C(C=C1)C1=C(N=CS1)C (2S,4R)-4-hydroxy-N-((S)-1-(4-(4-methylthiazol-5-yl)phenyl)ethyl)pyrroline-2-carboxamide trifluoroacetate salt